N[C@@H]1CC[C@H](C2=CC=C(C=C12)C)NC(=O)C=1C(NC(=CC1)C(F)(F)F)=O N-((1R,4R)-4-amino-6-methyl-1,2,3,4-tetrahydronaphthalen-1-yl)-2-oxo-6-(trifluoromethyl)-1,2-dihydropyridine-3-carboxamide